m-iodo-phenol IC=1C=C(C=CC1)O